n-butyl butyrate (n-butyl butyrate) C(CCC)C(C(=O)O)CC.C(CCC)(=O)OCCCC